NC1=NN2C(C=C(C=C2)C=2C=C(C(=NC2)C)C(=O)NCC2=C(C=CC=C2)OC2CCCC2)=N1 5-{2-amino-[1,2,4]triazolo[1,5-a]pyridin-7-yl}-N-{[2-(cyclopentyloxy)phenyl]methyl}-2-methylpyridine-3-carboxamide